CC(C=O)(CNC)C 2,2-dimethyl-3-methylaminopropanal